ClC1=C(C=CC=C1)C1=C(C=CC(=C1)OC1CC1)S(=O)(=O)N1CCC(CC1)(C(=O)N[C@H](C)\C=C/S(=O)(=O)C)F (R,Z)-1-((2'-chloro-5-cyclopropoxy-[1,1'-biphenyl]-2-yl)sulfonyl)-4-fluoro-N-(4-(methylsulfonyl)but-3-en-2-yl)piperidine-4-carboxamide